FC(C=1C=C(C=C(C1)C(F)(F)F)C1=NN(C=N1)/C=C(/C(=O)N)\C1=CN=NC=C1)(F)F (E)-3-(3-(3,5-bis(trifluoromethyl)phenyl)-1H-1,2,4-triazol-1-yl)-2-(pyridazin-4-yl)acrylamide